(E)-N-(4-(1-(6-(4-(4-(7-(2-(2,6-dioxopiperidin-3-yl)-1,3-dioxoisoindolin-4-yl)heptyl)piperazin-1-yl)piperidin-1-yl)nicotinoyl)piperidin-4-yl)butyl)-3-(pyridin-3-yl)acrylamide O=C1NC(CCC1N1C(C2=CC=CC(=C2C1=O)CCCCCCCN1CCN(CC1)C1CCN(CC1)C1=NC=C(C(=O)N2CCC(CC2)CCCCNC(\C=C\C=2C=NC=CC2)=O)C=C1)=O)=O